tert-butyl (2R,4S)-4-hydroxypyrrolidine-1,2-dicarboxylate O[C@H]1C[C@@H](N(C1)C(=O)OC(C)(C)C)C(=O)[O-]